5-Bromo-3-(1-methylcyclopropyl)-1H-indazole BrC=1C=C2C(=NNC2=CC1)C1(CC1)C